2-fluoro-6-[(3,4-dichlorobenzyl)amino]-9-(tetrahydrofuran-2-yl)-9H-purine FC1=NC(=C2N=CN(C2=N1)C1OCCC1)NCC1=CC(=C(C=C1)Cl)Cl